C(CCCCCCC)C=1C(=C(C(=C(C1C(=O)O)C(=O)O)CCCCCCCC)C(=O)O)CCCCCCCC trioctyl-benzene-1,2,4-tricarboxylic acid